C(C)(C)(C)OC(CO[C@@H]1C[C@H](C1)OC(C1=CC=C(C=C1)[N+](=O)[O-])=O)=O Trans-4-nitrobenzoic acid [3-(2-tert-butoxy-2-oxo-ethoxy) cyclobutyl] ester